4-(1-(2-chlorophenyl)-3-isobutyl-1H-pyrazolo[4,3-b]pyridine-5-carbonyl)-3,3-dimethylpiperazin-2-one ClC1=C(C=CC=C1)N1N=C(C2=NC(=CC=C21)C(=O)N2C(C(NCC2)=O)(C)C)CC(C)C